2,2-diethoxy-1-(trimethylsilyl)-1-aza-2-silacyclopentane C(C)O[Si]1(N(CCC1)[Si](C)(C)C)OCC